CC1=CC=CC(=N1)C1=C(N=CN1)C=1C=C2C=C(C=NC2=CC1)C1=CC=CC(=N1)C(=O)OCC1CNC1 azetidin-3-ylmethyl 6-[6-[5-(6-methyl-2-pyridyl)-1H-imidazol-4-yl]-3-quinolyl]pyridine-2-carboxylate